C(S(=O)(=O)[O-])S(=O)(=O)[O-].[Ba+2] barium methanedisulfonate